FC1=C(C=C(CNC(OC(C)(C)C)=O)C=C1)C1=CN=CO1 tert-butyl (4-fluoro-3-(oxazol-5-yl)benzyl)carbamate